N-(6-methoxy-2H-indazol-5-yl)-6-(trifluoromethyl)pyridine-2-carboxamide COC=1C(=CC2=CNN=C2C1)NC(=O)C1=NC(=CC=C1)C(F)(F)F